3-(3,4-dihydro-2H-pyran-6-yl)-5-methyl-2-phenyl-6-(quinolin-6-yl)pyrazolo[1,5-a]pyrimidin-7(4H)-one O1CCCC=C1C=1C(=NN2C1NC(=C(C2=O)C=2C=C1C=CC=NC1=CC2)C)C2=CC=CC=C2